8-bromo-3,4-dihydro-2H-pyrano[3,2-c]pyridin-4-ol BrC=1C2=C(C=NC1)C(CCO2)O